NC1=CC=C(C(=C1C(=O)N(C)C)F)C=1C(=C2C(=NC1)NC[C@]21[C@@H](C1)C1=CC=NC=C1)Cl 6-Amino-3-((1R,2S)-4'-chloro-2-(pyridin-4-yl)-1',2'-dihydrospiro[cyclopropane-1,3'-pyrrolo[2,3-b]pyridin]-5'-yl)-2-fluoro-N,N-dimethylbenzamide